N1C(=CC=C1)CCC(=O)O 3-(1H-pyrrol-2-yl)propionic acid